C[Si](O[Si](C)(C)C1=CC=C(C=C1)CC(=O)OCC1=CC=CC=C1)(C)C1=CC=C(C=C1)CC(=O)OCC1=CC=CC=C1 Dibenzyl 2,2'-((1,1,3,3-tetramethyldisiloxane-1,3-diyl)bis(4,1-phenylene))diacetate